(R)-3-(4-chloro-5-iodo-7H-pyrrolo[2,3-d]pyrimidin-7-yl)pyrrolidine-1-carboxylic acid tert-butyl ester C(C)(C)(C)OC(=O)N1C[C@@H](CC1)N1C=C(C2=C1N=CN=C2Cl)I